(1s,4s)-4-((2-chloro-5-((1-(trifluoromethyl)-1H-pyrazol-4-yl)ethynyl)pyridin-4-yl)amino)-1-methylcyclohexan-1-ol ClC1=NC=C(C(=C1)NC1CCC(CC1)(O)C)C#CC=1C=NN(C1)C(F)(F)F